N-(2-(((1s,3s)-adamantan-1-yl)amino)-1-(1-ethylpiperidin-4-yl)-2-oxoethyl)-N-(2-decyltetradecyl)undecanamide C12(CC3CC(CC(C1)C3)C2)NC(C(C2CCN(CC2)CC)N(C(CCCCCCCCCC)=O)CC(CCCCCCCCCCCC)CCCCCCCCCC)=O